C(C)(C)N(C(O)=O)C1C2CC(CC1CC2)C(N)=O.FC2=C(C(=O)N)C(=CC=C2C(F)(F)F)OC2=C(C=C(C=C2)OC(F)(F)F)OC 2-fluoro-6-[2-methoxy-4-(trifluoromethoxy)phenoxy]-3-(trifluoromethyl)benzamide Isopropyl-(3-carbamoylbicyclo[3.2.1]oct-8-yl)carbamate